ClC=1C=C(C=CC1O)S(=O)(=O)C1=CC(=C(C=C1)O)Cl bis-(3-chloro-4-hydroxyphenyl) sulfone